3-hydroxy-2-(1-(5-methoxy-7-methyl-1H-indol-4-yl)propyl)-2H-indazole-5-carbonitrile OC=1N(N=C2C=CC(=CC12)C#N)C(CC)C1=C2C=CNC2=C(C=C1OC)C